N-(2-cyclopentylethyl)-3-((2-cyclopropyl-4-(pyridin-4-ylmethoxy)phenyl)amino)benzamide C1(CCCC1)CCNC(C1=CC(=CC=C1)NC1=C(C=C(C=C1)OCC1=CC=NC=C1)C1CC1)=O